(2-(methylthio)phenyl)methanol methyl-(2R,3R,4S,5S)-3-(3,4-difluoro-2-methoxyphenyl)-5-isopropyl-4-methoxytetrahydrofuran-2-carboxylate C[C@]1(O[C@H]([C@H]([C@H]1C1=C(C(=C(C=C1)F)F)OC)OC)C(C)C)C(=O)OCC1=C(C=CC=C1)SC